COC1=C(C(=O)NN)C=CC=N1 2-methoxynicotinic acid hydrazide